2-[4-(dihydroxyphosphoryl)-2-oxetanyl]-acrylic acid-2,4,6-trimethylphenyl ester CC1=C(C(=CC(=C1)C)C)OC(C(=C)C1OC(C1)P(=O)(O)O)=O